O=C([C@H](O)[C@@H](O)[C@H](O)[C@H](O)CO)O.NC(=N)NNC(=N)N biguanidine gluconate